C(C)(C)(C)[Si](OCCC1=CSC=C1)(C)C t-butyl-dimethyl-[2-(3-thienyl)ethoxy]silane